[Cl-].C(CCCCCCC\C=C/CCCCCCCC)OC(C(C)OCCCCCCCC\C=C/CCCCCCCC)[N+](C)(C)C 1,2-dioleoxypropyl-trimethylammonium chloride